C1(CC1)C1=NC=NC(=C1C=1N(N=C2C1C=1C(=NC=NC1)N2)C)OC (4-cyclopropyl-6-methoxypyrimidin-5-yl)-2-methyl-2,8-dihydropyrazolo[4',3':4,5]pyrrolo[2,3-d]pyrimidine